N-((2-aminopyridin-4-yl)methyl)-N-methyl-1-phenyl-1H-indazole-6-carboxamide NC1=NC=CC(=C1)CN(C(=O)C1=CC=C2C=NN(C2=C1)C1=CC=CC=C1)C